N-[2-chloro-4-(trifluoromethyl)phenyl]-2-[2-(3,6-dihydro-2H-pyran-4-yl)-5-ethyl-6-[4-[(3-hydroxy-2-pyridyl)methyl]piperazin-1-yl]-7-oxo-[1,2,4]triazolo[1,5-a]pyrimidin-4-yl]acetamide ClC1=C(C=CC(=C1)C(F)(F)F)NC(CN1C=2N(C(C(=C1CC)N1CCN(CC1)CC1=NC=CC=C1O)=O)N=C(N2)C=2CCOCC2)=O